CC=1C=C(C(=C(C1C)C)C=1C(=CC(=C(C1C)C)C)O)O 4,4',5,5',6,6'-hexamethyl-[1,1'-biphenyl]-2,2'-diol